Cyclopent-3-en-1-yl benzenesulfonate C1(=CC=CC=C1)S(=O)(=O)OC1CC=CC1